C(C)(=O)N1[C@@H](CN(CC1)C(=O)OC(C)(C)C)C1=CC(=NC(=C1)C1=NC(=NC(=C1)C(NC)=O)C)Cl (R)-tert-butyl 4-acetyl-3-(2-chloro-6-(2-methyl-6-(methylcarbamoyl)pyrimidin-4-yl)pyridin-4-yl)piperazine-1-carboxylate